O1CCC2=C1C=CC(=C2)S 2,3-Dihydrobenzofuran-5-thiol